CN1C(=NC=C1C=1C=C2C=C(N=CC2=CC1)NC(=O)[C@@H]1CC[C@H](CC1)N(C)C)C trans-N-(6-(1,2-dimethyl-1H-imidazol-5-yl)isoquinolin-3-yl)-4-(dimethylamino)cyclohexane-1-carboxamide